BrC=1C=C2CCCC(C2=C(C1)Cl)(CI)OCCNC(OC(C)(C)C)=O tert-butyl (2-((6-bromo-8-chloro-1-(iodomethyl)-1,2,3,4-tetrahydronaphthalen-1-yl)oxy)ethyl)carbamate